(S)-3-(6-methyl-2-oxo-1,2-dihydro-quinolin-3-yl)-2-(methylamino)propanamide CC=1C=C2C=C(C(NC2=CC1)=O)C[C@@H](C(=O)N)NC